2-((2R,5S)-5-methyl-2-(2-(piperidin-4-yl)benzo[d]thiazol-5-yl)piperidin-1-yl)-2-oxo-N-(1H-pyrazolo[4,3-c]pyridin-7-yl)acetamide C[C@H]1CC[C@@H](N(C1)C(C(=O)NC=1C2=C(C=NC1)C=NN2)=O)C=2C=CC1=C(N=C(S1)C1CCNCC1)C2